C(COCCOCCOCCOCC#C)(=O)O 3,6,9,12-Tetraoxapentadec-14-ynoic acid